(3,5-dichlorophenoxy)triisopropylsilane ClC=1C=C(O[Si](C(C)C)(C(C)C)C(C)C)C=C(C1)Cl